5-((R or S)-1-(((R)-((S)-7-(1-methyl-1H-pyrazol-4-yl)-2,3-dihydro-1H-pyrido[2,3-b][1,4]oxazin-3-yl)(phenyl)methyl)amino)propan-2-yl)picolinonitrile CN1N=CC(=C1)C1=CC2=C(O[C@@H](CN2)[C@@H](C2=CC=CC=C2)NC[C@H](C)C=2C=CC(=NC2)C#N)N=C1 |o1:23|